trifluorotrimethylsilane maleate C(\C=C/C(=O)O)(=O)O.FC([SiH](C)C)(F)F